C(C)OC([C@@H](C)OC1=CC=C(C=C1)OC=1OC2=C(N1)C=CC(=C2)Cl)=O.NCCC[SiH2]C(OCC)OCC 3-aminopropyl-(diethoxy)methyl-silane ethyl-(2R)-2-{4-[(6-chloro-1,3-benzoxazol-2-yl)oxy]phenoxy}propanoate